1-(exo-3-((4-((4-([1,2,4]Triazolo[1,5-c]pyrimidin-7-yloxy)-3-meth-ylphenyl)amino)quinazolin-6-yl)-oxy)-8-azabicyclo[3.2.1]octan-8-yl)prop-2-en-1-one N=1C=NN2C=NC(=CC21)OC2=C(C=C(C=C2)NC2=NC=NC1=CC=C(C=C21)OC2CC1CCC(C2)N1C(C=C)=O)C